C(C1=CC=CC=C1)C1=NC(=NN1)C(=O)N[C@H]1CCC2=C(N(C1=O)C)C=C(C=C2)C#CC(C)(C)O (S)-5-Benzyl-N-(8-(3-hydroxy-3-methylbut-1-yn-1-yl)-1-methyl-2-oxo-2,3,4,5-tetrahydro-1H-benzo[b]azepin-3-yl)-1H-1,2,4-triazole-3-carboxamid